OC1CCC2(NC(C=3N2C(C(=CC3C)NC3=CC(=NC=N3)NC(=O)C3CC3)=O)=O)CC1 N-(6-((4-HYDROXY-8'-methyl-1',5'-dioxo-1',5'-dihydro-2'H-spiro[cyclohexane-1,3'-imidazo[1,5-a]pyridin]-6'-yl)amino)pyrimidin-4-yl)cyclopropanecarboxamide